C12C3C(C(C=C1)CC2)C(=O)OC3=O bicyclo(2.2.2)oct-5-ene-2,3-dicarboxylic acid anhydride